C(\C=C\C(=O)OC)(=O)OCC1=C(C=CC=C1)C 2-methylbenzyl methyl fumarate